5-(3-(4-(1H-1,2,3-triazol-5-yl)piperidin-1-yl)-4,5-dihydroisoxazol-5-yl)-N-(5-fluoro-2,3-dihydro-1H-inden-2-yl)pyrimidin-2-amine N1N=NC=C1C1CCN(CC1)C1=NOC(C1)C=1C=NC(=NC1)NC1CC2=CC=C(C=C2C1)F